C(C=C)OC(C1=C(C(=C(C=C1)N)OC(C)C)OCC=C)=O 2-(allyloxy)-4-amino-3-isopropoxybenzoic acid allyl ester